(2,3-difluoro-4-hydroxybenzyl)-10-hydroxy-6-methyl-8-oxo-N-(4-(trifluoromethyl)-2-(6-(trifluoromethyl)pyrimidin-4-yl)phenyl)-6,7-diazaspiro[4.5]dec-9-ene-9-carboxamide FC1=C(CC2CCCC23N(NC(C(=C3O)C(=O)NC3=C(C=C(C=C3)C(F)(F)F)C3=NC=NC(=C3)C(F)(F)F)=O)C)C=CC(=C1F)O